benzylaminobenzene-sulfonate C(C1=CC=CC=C1)NC1=C(C=CC=C1)S(=O)(=O)[O-]